3-ethyl-9,10-bis[2-carboxy(3,6-methano-4-cyclohexenyl)]carbonyloxy-anthracene C(C)C=1C=CC2=C(C3=CC=CC=C3C(=C2C1)OC(=O)C1C(C2C=CC1C2)C(=O)O)OC(=O)C2C(C1C=CC2C1)C(=O)O